1-(3-bromopropyl)pyridine BrCCCN1CC=CC=C1